C1(CC1)NC1=NC(=NC=C1C(F)(F)F)NC1=C2C=NN(C2=C(C=C1)C)CCS(=O)(=O)C N4-cyclopropyl-N2-(7-methyl-1-(2-(methylsulfonyl)ethyl)-1H-indazol-4-yl)-5-(trifluoromethyl)pyrimidine-2,4-diamine